1,4-bis(2-oxazolin-2-yl)cyclohexane O1C(=NCC1)C1CCC(CC1)C=1OCCN1